C(CCCC=C)[Si](O[Si](CC)(CC)CC)(CC)CCCCC=C di(5-hexenyl)-tetraethyl-disiloxane